m-hydroxymethylaniline OCC=1C=C(N)C=CC1